4-benzoyl-1-(4-methylbenzenesulfonyl)pyrrole-3-sulfonyl chloride C(C1=CC=CC=C1)(=O)C=1C(=CN(C1)S(=O)(=O)C1=CC=C(C=C1)C)S(=O)(=O)Cl